N1-methyl-N1-(piperidin-4-yl)-N4-(1H-tetrazol-5-yl)-terephthalamide CN(C(C1=CC=C(C(=O)NC2=NN=NN2)C=C1)=O)C1CCNCC1